O1C(CCCC1)N1N=CC(=C1)B1OC(C(C1)(C)C)(C)C 1-(oxan-2-yl)-4-(4,4,5,5-tetramethyl-1,2-oxaborolan-2-yl)pyrazole